(3S,4R)-3-acetamido-N-((S)-(2,3-dichloro-6-fluorophenyl)(4-fluorobicyclo[2.2.1]heptan-1-yl)methyl)-4-((4-methoxybenzyl)(methyl)amino)cyclopentane-1-carboxamide C(C)(=O)N[C@H]1CC(C[C@H]1N(C)CC1=CC=C(C=C1)OC)C(=O)N[C@@H](C12CCC(CC1)(C2)F)C2=C(C(=CC=C2F)Cl)Cl